(2R,3S)-2-(3-(5-methyl-1H-benzo[d]imidazol-1-yl)propyl)piperidin-3-ol methyl-2-(3-chloro-2-methyl-phenyl)-2-oxo-acetate CC1=C(C(=C(C=C1)C(C(=O)O[C@@H]1[C@H](NCCC1)CCCN1C=NC2=C1C=CC(=C2)C)=O)C)Cl